6-chloro-7-(8-cyanoisoquinolin-1-yl)-8-fluoro-2,4-dihydroxyquinoline-3-carboxylic acid ethyl ester C(C)OC(=O)C=1C(=NC2=C(C(=C(C=C2C1O)Cl)C1=NC=CC2=CC=CC(=C12)C#N)F)O